2-((1S,4S,5R)-5-((5-cyclopropyl-3-(spiro[2.5]octan-6-yl)isoxazol-4-yl)methoxy)-2-azabicyclo[2.2.1]heptan-2-yl)-4-(tetrahydro-2H-pyran-4-yl)benzo[d]thiazole-6-carboxylic acid C1(CC1)C1=C(C(=NO1)C1CCC2(CC2)CC1)CO[C@H]1[C@@H]2CN([C@H](C1)C2)C=2SC1=C(N2)C(=CC(=C1)C(=O)O)C1CCOCC1